N1(CCC1)C(=O)C1=NN2C(N=C(C=C2N2CCOCC2)N2N=C(C=C2)C=2C=C(C=CC2)C)=C1 azetidin-1-yl(7-morpholino-5-(3-(m-tolyl)-1H-pyrazol-1-yl)pyrazolo[1,5-a]pyrimidin-2-yl)methanone